(2S)-2-[[(2S)-2-aminopentanoyl]amino]-3-(4-hydroxyphenyl)propanoic acid N[C@H](C(=O)N[C@H](C(=O)O)CC1=CC=C(C=C1)O)CCC